BrC1=CC=CN2C(=C(C=C12)C#CCO)SC(F)(F)F 3-{8-bromo-3-[(trifluoromethyl)sulfanyl]indolizin-2-yl}prop-2-yn-1-ol